1-(2,3,5,6-tetrachloro-4-(trifluoromethyl)phenyl)-4-((trifluoromethyl)sulfinyl)-1H-pyrazole-3-carbonitrile ClC1=C(C(=C(C(=C1Cl)C(F)(F)F)Cl)Cl)N1N=C(C(=C1)S(=O)C(F)(F)F)C#N